FC1(C(C2=CC=CC(=C2C1)N1CCN(CC1)CCCCOC=1C=CC=2C3C(C(NC2C1)=O)C3)=O)F 5-(4-(4-(2,2-difluoro-1-keto-2,3-dihydro-1H-inden-4-yl)piperazin-1-yl)butoxy)-1,1a,3,7b-tetrahydro-2H-cyclopropa[c]quinolin-2-one